CN(CC(=O)N1CCC(CC1)C=1C=C2C(=C(NC2=CC1)C=1C=C(C=2N(C1)C=CN2)OC)C(C)C)C 2-(dimethylamino)-1-(4-(3-isopropyl-2-(8-methoxyimidazo[1,2-a]pyridin-6-yl)-1H-indol-5-yl)piperidin-1-yl)ethan-1-one